((1-cyclopropyl-3-(tetrahydro-2H-pyran-4-yl)-1H-pyrazol-4-yl)oxy)-N-(2-(4,4-difluoropiperidin-1-yl)pyridin-4-yl)pyridin-2-amine C1(CC1)N1N=C(C(=C1)OC=1C(=NC=CC1)NC1=CC(=NC=C1)N1CCC(CC1)(F)F)C1CCOCC1